3-(pyridin-4-yl)pyrrolidin-2-one N1=CC=C(C=C1)C1C(NCC1)=O